N1(C=NC=C1)C(=O)N1N=CCC1C=1SC=CN1 (1H-imidazol-1-yl)(5-(thiazol-2-yl)-4,5-dihydro-1H-pyrazol-1-yl)methanone